8,8'-((((1S,3R)-3-hydroxycyclopent-yl)methyl)azanedi-yl)bis(N,N-didecyl-octanamide) O[C@H]1C[C@H](CC1)CN(CCCCCCCC(=O)N(CCCCCCCCCC)CCCCCCCCCC)CCCCCCCC(=O)N(CCCCCCCCCC)CCCCCCCCCC